C1(=CC=CC=C1)C=1C(=C(C(=C(C1)C1=CC=CC=C1)C1=C(C(=CC=2C3=CC=CC=C3CC12)C)C)C1=NN=NC=C1)C1=CC=CC=C1 diphenyltriazinyl-(dimethylfluorenyl)biphenyl